NC1=C2N=CN(C2=NC=N1)C[C@@H](C)OCP1(OCC(CO1)CC(=O)OCCCC)=O (R)-butyl 2-(2-(((1-(6-amino-9H-purin-9-yl)propan-2-yl)oxy)methyl)-2-oxo-1,3,2-dioxaphosphinan-5-yl)acetate